FC(C(=O)O)(F)F.CNC1CC(C1)(OC1=NC(=CC=2N1C=CN2)C=2C=NN(C2)C)C N,3-dimethyl-3-((7-(1-methyl-1H-pyrazol-4-yl)imidazo[1,2-c]pyrimidin-5-yl)oxy)cyclobutan-1-amine trifluoroacetate